N-(6-morpholino-2-(oxetan-3-yl)-1-oxoisoindolin-5-yl)pyrazolo[1,5-a]pyrimidine-3-carboxamide O1CCN(CC1)C1=C(C=C2CN(C(C2=C1)=O)C1COC1)NC(=O)C=1C=NN2C1N=CC=C2